FC1([C@@H]([C@@H](N(C1)C(C(C)C)=O)CC=1C(=C(C=CC1)C1=CC(=CC(=C1)F)F)F)NS(=O)(=O)C)F N-{(2S,3R)-4,4-difluoro-1-(2-methyl-propanoyl)-2-[(2,3',5'-trifluoro[1,1'-biphenyl]-3-yl)methyl]pyrrolidin-3-yl}methanesulfonamide